OC1=CC=C(C=C1)C(C=CC1=CC(=C(C=C1)OC)OC)=O 1-(4-hydroxyphenyl)-3-(3,4-dimethoxyphenyl)-2-propen-1-one